5-(4-(1-(3-(2,6-dioxopiperidin-3-yl)phenethyl)piperidin-4-yl)piperazin-1-yl)-2-((S)-1-(3-ethoxy-4-methoxyphenyl)-2-(methylsulfonyl)ethyl)isoindoline-1,3-dione O=C1NC(CCC1C=1C=C(CCN2CCC(CC2)N2CCN(CC2)C=2C=C3C(N(C(C3=CC2)=O)[C@H](CS(=O)(=O)C)C2=CC(=C(C=C2)OC)OCC)=O)C=CC1)=O